C(C)(C)N1N=C(C2=NC(=CC(=C21)NCC=2C=NN(C2)C)C=2OC=C(N2)C)C 1-isopropyl-3-methyl-N-((1-methyl-1H-pyrazol-4-yl)methyl)-5-(4-methyl-oxazol-2-yl)-1H-pyrazolo[4,3-b]pyridin-7-amine